O=C([C@H](CCCCN[C@H]1[C@@H](C1)C1=CC=CC=C1)NC(C1=CC=CC=C1)=O)N1CCCCC1 N-((S)-1-oxo-6-(((1R,2S)-2-phenylcyclopropyl)amino)-1-(piperidin-1-yl)hexan-2-yl)benzamide